2-(1-(3,4-difluorophenyl)-1H-pyrazol-3-yl)propanoic acid FC=1C=C(C=CC1F)N1N=C(C=C1)C(C(=O)O)C